N1C=C(C=C1)O (R)-pyrrol-3-ol